NC1=NC(=C(C(=N1)N)OCCCOC=1C=C(COC=2C=C(C=CC2)C=CC(=O)NO)C=CC1)CC 3-(3-{3-[3-(2,4-Diamino-6-ethylpyrimidin-5-yloxy)propoxy]benzyloxy}phenyl)-N-hydroxyacrylamide